3,3-Difluorocyclobutyl methanesulfonate CS(=O)(=O)OC1CC(C1)(F)F